(2-((7-bromo-6-chloro-8-fluoroquinazolin-4-yl)(methyl)amino)ethyl)carbamic acid tert-butyl ester C(C)(C)(C)OC(NCCN(C)C1=NC=NC2=C(C(=C(C=C12)Cl)Br)F)=O